1,4-Bis(3-phenylbut-3-en-1-yl)piperazine C1(=CC=CC=C1)C(CCN1CCN(CC1)CCC(=C)C1=CC=CC=C1)=C